benzamide pyrazole-5-carboxylate N1N=CC=C1C(=O)O.C(C1=CC=CC=C1)(=O)N